(6-(Cyclopropanecarboxamido)-4-((2-methoxy-3-(2-methyl-2H-tetrazol-5-yl)phenyl)amino)-N-(methyl-d3)nicotinamido)methyl dihydrogen phosphate P(=O)(OCN(C(C1=CN=C(C=C1NC1=C(C(=CC=C1)C=1N=NN(N1)C)OC)NC(=O)C1CC1)=O)C([2H])([2H])[2H])(O)O